Hexamethyldisilylazane CC1(CCN(C(C1(C)C)(C)C)[Si][Si])C